C1=NC=C(C2=CC=CC=C12)N1C(NC2(CC(C2)N2N=CC=C2)C1=O)=O 7-(isoquinolin-4-yl)-2-(1H-pyrazol-1-yl)-5,7-diazaspiro[3.4]octane-6,8-dione